CC1=C(C=CC=C1)[Li] o-methylphenyllithium